cobalt-oxide [Co]=O